S1C(=CC=C1)C=1N(C(C2=C(N(C(C21)=O)CC(CCCCCCCCCC)CCCCCCCC)C=2SC=CC2)=O)CC(CCCCCCCCCC)CCCCCCCC 3,6-dithien-2-yl-2,5-di(2-octyldodecyl)-pyrrolo[3,4-C]pyrrole-1,4-dione